(2S,3R)-3-(2-(4-(2-fluorophenyl)-1H-1,2,3-triazol-1-yl)acetamido)-2-hydroxyl-4-phenyl-N-(thiazole-2-ylmethyl)butyramide FC1=C(C=CC=C1)C=1N=NN(C1)CC(=O)N[C@@H]([C@@H](C(=O)NCC=1SC=CN1)O)CC1=CC=CC=C1